tin bis(mercaptoacetic acid) SCC(=O)O.SCC(=O)O.[Sn]